5-[4-(4-n-pentylcyclohexylyl)cyclohexyl]phenylmethylene-1,3-diaminobenzene C(CCCC)C1CCC(CC1)=C1CCC(CC1)C=1C=CC=C(C1)C=C1C(C=CC=C1N)N